CNCCC[Si](OC)(OC)OC N-methyl-3-trimethoxysilylpropan-1-amine